N-(2-(N-(4-trifluoromethylphenyl)aminosulfonyl)-pyridin-4-yl)-2-oxo-2H-chromene-8-amide FC(C1=CC=C(C=C1)NS(=O)(=O)C1=NC=CC(=C1)NC(=O)C=1C=CC=C2C=CC(OC12)=O)(F)F